ClC=1C(=CC=2N(C3=CC=CC=C3C2C1)C1=CC=CC=C1)[Si](C1=CC=CC=C1)(C1=CC=CC=C1)C1=CC=CC=C1 3-chloro-9-phenyl-2-(triphenylsilyl)-9H-carbazole